COC1=CC=C(C=C1)CN1C[C@H](OC[C@@H]1C(C)C)CO [(2S,5S)-4-[(4-methoxyphenyl)methyl]-5-(propan-2-yl)morpholin-2-yl]methanol